(S)-1-(4-(3-(3-(4-methylpiperazin-1-yl)phenyl)ureido)pyrimidin-2-yl)pyrrolidine-2-carboxamide CN1CCN(CC1)C=1C=C(C=CC1)NC(NC1=NC(=NC=C1)N1[C@@H](CCC1)C(=O)N)=O